N-((4-(5-(tert-butyl)-1,2,4-oxadiazol-3-yl)bicyclo[2.2.2]octan-1-yl)methyl)-N-(3-((2-cyclopropylpyrimidin-5-yl)amino)phenyl)-3-fluorobicyclo[1.1.1]pentane-1-carboxamide C(C)(C)(C)C1=NC(=NO1)C12CCC(CC1)(CC2)CN(C(=O)C21CC(C2)(C1)F)C1=CC(=CC=C1)NC=1C=NC(=NC1)C1CC1